FC(C1=C(C=C2CCCN(C2=C1)C=1C=2C=C(C(N(C2C=C(C1)CC)C)=O)C)C=1C=CC(=NC1)C(=O)NCC1=CC=C(C=C1)C1=CC(=NC=C1)C1C(NC(CC1)=O)=O)F 5-(7-(Difluoromethyl)-7'-ethyl-1',3'-dimethyl-2'-oxo-1',2',3,4-tetrahydro-2H-[1,5'-biquinolin]-6-yl)-N-(4-(2-(2,6-dioxopiperidin-3-yl)pyridin-4-yl)benzyl)picolinamide